OCCC#CC1=CC2=C(OC[C@@H](C(N2C)=O)NC(C(=O)NCCC2=CC=CC=C2)=O)C=C1 (S)-N1-(7-(4-hydroxybut-1-yn-1-yl)-5-methyl-4-oxo-2,3,4,5-tetrahydrobenzo[b][1,4]oxazepin-3-yl)-N2-phenethyloxalamide